NC1=NC=NN2C1=CC=C2[C@]2([C@@H]([C@@H]([C@H](O2)CCC(C)(C)SC(=O)O)O)O)C#N.C(CCCCCCCCCCC)OCC2OCC(C2O)O 2-((dodecyloxy)methyl)tetrahydrofuran-3,4-diol [(2R,3S,4R,5R)-5-(4-aminopyrrolo[2,1-f][1,2,4]triazin-7-yl)-5-cyano-3,4-dihydroxy-tetrahydrofuran-2-yl]methyl-tert-butylsulfanylformate